3-(5-((4-(3,4-Dichlorobenzyl)piperidin-1-yl)methyl)-4H-1,2,4-triazol-3-yl)-7-methoxy-1H-indole ClC=1C=C(CC2CCN(CC2)CC=2NC(=NN2)C2=CNC3=C(C=CC=C23)OC)C=CC1Cl